O1[C@@H](C1)COC1=NN(C=C1)C(C)=O 1-(3-{[(2S)-oxiran-2-yl]methoxy}-1H-pyrazol-1-yl)ethan-1-one